N-((6-(isoxazol-3-ylmethoxy)-5-methyl-1H-indol-2-yl)methyl)azetidine-1-carboxamide O1N=C(C=C1)COC1=C(C=C2C=C(NC2=C1)CNC(=O)N1CCC1)C